(1r,3r)-3-((4-methyl-4H-1,2,4-triazol-3-yl)methyl)-3-(3-(6-((4-methylazepan-1-yl)methyl)-1-oxo-4-(trifluoromethyl)isoindolin-2-yl)phenyl)cyclobutane-1-carbonitrile CN1C(=NN=C1)CC1(CC(C1)C#N)C1=CC(=CC=C1)N1C(C2=CC(=CC(=C2C1)C(F)(F)F)CN1CCC(CCC1)C)=O